ClC=1C=C2C(=NC1OC)C(=C(N2)C2=NNC(=N2)C(F)(F)F)C=2C=NNC2 6-chloro-5-methoxy-3-(1H-pyrazol-4-yl)-2-(5-(trifluoromethyl)-1H-1,2,4-triazol-3-yl)-1H-pyrrolo[3,2-b]pyridine